C(C)OC(=O)C1=CN(C2=CC(=C(C=C2C1=O)F)Cl)CC 7-chloro-1-ethyl-6-fluoro-4-oxo-1,4-dihydroquinoline-3-carboxylic acid ethyl ester